Acetic acid 1-(4-(2-(3,4-dimethoxyphenyl)-3-ethyl-1H-indol-5-yl) piperidin-1-yl)-2-methyl-1-oxopropan-2-yl ester COC=1C=C(C=CC1OC)C=1NC2=CC=C(C=C2C1CC)C1CCN(CC1)C(C(C)(C)OC(C)=O)=O